[Si]([O-])([O-])([O-])[O-].[Lu+3].[Y+3].[Lu+3] lutetium yttrium lutetium silicate